ClC=1C=C(C=CC1)NC1=C(N=C(C(=N1)C#N)C#N)NC1=CC(=CC=C1)Cl bis[(3-chlorophenyl)amino]pyrazine-2,3-dicarbonitrile